BrC=1C=C(C=C2C(NC(=NC12)Cl)=O)C 8-bromo-2-chloro-6-methyl-3H-quinazolin-4-one